COC([C@H](CC1=CC=C(C=C1)OC)NC([C@H](C)NC(NS(=O)(=O)C1CC1)=O)=O)=O (2S)-2-[(2S)-2-[(cyclopropanesulfonylcarbamoyl)amino]propionamido]-3-(4-methoxyphenyl)propanoic acid methyl ester